C1(=CC=CC=C1)N1C2=CC=CC=C2C=2C=C(C=CC12)C=1C=CC=2N(C3=CC=CC=C3C2C1)C=1C=C(C=CC1)B(O)O [3-(9'-phenyl[3,3'-bi-9H-carbazole]-9-yl)phenyl]boronic acid